5-((5-(3,4-difluorophenyl)pyridin-3-yl)oxy)-2-(7-(methyl-sulfonyl)-2,7-diazaspiro[3.5]nonan-2-yl)benzonitrile FC=1C=C(C=CC1F)C=1C=C(C=NC1)OC=1C=CC(=C(C#N)C1)N1CC2(C1)CCN(CC2)S(=O)(=O)C